O[C@H](CC(=O)O)C(CCC)O (3R,5R)-3,4-dihydroxyheptanoic acid